8-[1-(2,2-difluoroethyl)-3-methyl-1H-pyrazolo[3,4-d]pyrimidin-6-yl]-2-[2-methyl-6-(trifluoromethyl)pyrimidin-4-yl]-2,8-diazaspiro[4.5]decane FC(CN1N=C(C=2C1=NC(=NC2)N2CCC1(CCN(C1)C1=NC(=NC(=C1)C(F)(F)F)C)CC2)C)F